Tetramethyl-ammonium carbonate C([O-])([O-])=O.C[N+](C)(C)C.C[N+](C)(C)C